1,2,3-triazole-4-carboxamide hydrochloride Cl.N1N=NC(=C1)C(=O)N